4-benzyl-2-methyl-phenol C(C1=CC=CC=C1)C1=CC(=C(C=C1)O)C